BrC=1C=C(C=CC1)C=1C=CC=2N=C(N=C(C2N1)N)N (3-bromophenyl)pyrido[3,2-d]pyrimidine-2,4-diamine